C(C)N(N)C([C@](CCCCC[C@H](C)O[Si](C1=CC=CC=C1)(C1=CC=CC=C1)C(C)(C)C)(C(F)(F)F)OCC1=CC=CC=C1)=O ethyl-(2R,8S)-2-(benzyloxy)-8-((tert-butyldiphenylsilyl)oxy)-2-(trifluoromethyl)nonanoylhydrazine